[4-[(quinoline-8-carbonylamino)methyl]phenyl]boronic acid N1=CC=CC2=CC=CC(=C12)C(=O)NCC1=CC=C(C=C1)B(O)O